N'-(2-piperidin-1-yl-ethyl)-terephthalamide N1(CCCCC1)CCNC(C1=CC=C(C(=O)N)C=C1)=O